FC1=CC=C(C=C1)NC1N(C(=NC(=N1)N)N1CCCC1)C1=CC=C(C=C1)F N,N1-Bis-(4-fluorophenyl)-6-pyrrolidin-1-yl-[1,3,5]triazine-2,4-diamine